ClC=1C(=NC(=NC1)NC1CCOCC1)C1=CC=C2CN(C(C2=C1)=O)[C@@H](C(=O)N[C@H](C)C1=CC(=CC(=C1)OC)F)CO (2R)-2-(6-{5-chloro-2-[(oxacyclohex-4-yl)amino]pyrimidin-4-yl}-1-oxo-2,3-dihydro-1H-isoindol-2-yl)-N-[(1R)-1-(3-fluoro-5-methoxyphenyl)ethyl]-3-hydroxypropionamide